3-(perfluorobutyl)-2-hydroxypropyl hydroxymethylacrylate OCC(C(=O)OCC(CC(C(C(C(F)(F)F)(F)F)(F)F)(F)F)O)=C